FC(C(C(Cl)F)Cl)(F)F 1,1,1,3-tetrafluoro-2,3-dichloropropane